1,3-dimethylpyrazole-4-amine CN1N=C(C(=C1)N)C